N-stearoyl-glutamic acid dibutyl amide C(CCC)N(C([C@@H](NC(CCCCCCCCCCCCCCCCC)=O)CCC(=O)O)=O)CCCC